[Na+].C(N)([S-])=S.C(N)([S-])=S.[Na+] bis-dithiocarbamate sodium salt